CC(C1=CC=CC=C1)N=C=O α-methyl-benzyl isocyanate